ethyl 1-(4-methoxyphenyl)-7-oxo-6-[4-(2-oxo-1-piperidinyl) phenyl]-4,5,6,7-tetrahydro-1H-pyrazolo[3,4-C]pyridine-3-carboxylate COC1=CC=C(C=C1)N1N=C(C2=C1C(N(CC2)C2=CC=C(C=C2)N2C(CCCC2)=O)=O)C(=O)OCC